C(CCC)OCCOC(C1=CC=C(C=C1)N(C)C)=O 2-butoxyethyl-4-(dimethylamino)benzoate